FC=1C=C(C(=NC1)CN)C 1-(5-fluoro-3-methylpyridin-2-yl)methylamine